6,7,8,9-tetrahydro-5H-6,9-epiminocyclohepta[d]pyrimidin-4-amine hydrochloride Cl.N1=CN=C(C2=C1C1CCC(C2)N1)N